5-{[2-(2H-1,3-benzodioxol-5-yl)-1-methyl-ethyl]-N-methylcarbamoyl}pentanoic acid O1COC2=C1C=CC(=C2)CC(C)N(C(=O)CCCCC(=O)O)C